N-[(1S)-1-[[(1S)-2-amino-2-cyano-1-[[(3S)-2-oxopyrrolidin-3-yl]methyl]ethyl]carbamoyl]-3-methyl-butyl]-4-methoxy-1H-indole-2-carboxamide NC([C@H](C[C@H]1C(NCC1)=O)NC(=O)[C@H](CC(C)C)NC(=O)C=1NC2=CC=CC(=C2C1)OC)C#N